C(C)(C)(C)OC(=O)N1N=C(C2=C(C(=CC=C12)SCCC(=O)OC)Cl)Br 3-bromo-4-chloro-5-((3-methoxy-3-oxopropyl)thio)-1H-indazole-1-carboxylic acid tert-butyl ester